2,7-bis(2-[phenyl(m-tolyl)amino]-9,9-dimethyl-fluoren-7-yl)-9,9-dimethyl-fluorene C1(=CC=CC=C1)N(C1=CC=2C(C3=CC(=CC=C3C2C=C1)C1=CC=2C(C3=CC(=CC=C3C2C=C1)C1=CC=C2C=3C=CC(=CC3C(C2=C1)(C)C)N(C=1C=C(C=CC1)C)C1=CC=CC=C1)(C)C)(C)C)C=1C=C(C=CC1)C